(3-(5-(4-(4-(2,6-difluorobenzyl)-5-oxo-4,5-dihydro-1H-1,2,4-triazol-1-yl)-2-fluorophenoxy)-4-methylthiazol-2-yl)oxetan-3-yl)-2-methylpropan-2-sulfinamide FC1=C(CN2C=NN(C2=O)C2=CC(=C(OC3=C(N=C(S3)C3(COC3)CC(C)(S(=O)N)C)C)C=C2)F)C(=CC=C1)F